ethyl cis-1-[(tert-butoxycarbonyl) amino]-3-hydroxycyclobutane-1-carboxylate C(C)(C)(C)OC(=O)NC1(CC(C1)O)C(=O)OCC